(S)-N-(5-(3,5-dimethylisoxazol-4-yl)-2-(((1S,4R)-4-hydroxy-4-methylcyclohexyl)amino)phenyl)-6-oxopiperidine-2-carboxamide CC1=NOC(=C1C=1C=CC(=C(C1)NC(=O)[C@H]1NC(CCC1)=O)NC1CCC(CC1)(C)O)C